BrC=1C(=C(C=CC1)NC1=NC=NC2=CC3=C(C=C12)OC[C@H](O3)CCN3CCCC3)F |r| (±)-N-(3-Bromo-2-fluorophenyl)-8-[2-(pyrrolidin-1-yl)ethyl]-7,8-dihydro[1,4]dioxino[2,3-g]quinazolin-4-amine